OCCC#CC1=CC2=C(OC[C@@H](C(N2C)=O)NC(C(=O)NC[C@@H](C)C2=CC=CC=C2)=O)C=C1 N1-((S)-7-(4-hydroxybut-1-yn-1-yl)-5-methyl-4-oxo-2,3,4,5-tetrahydrobenzo[b][1,4]oxazepin-3-yl)-N2-((S)-2-phenylpropyl)oxalamide